N1,N6-bis(2-(4-(3-isopropyl-2-(8-methoxy-[1,2,4]triazolo[1,5-a]pyridin-6-yl)-1H-indol-5-yl)piperidin-1-yl)ethyl)adipamide C(C)(C)C1=C(NC2=CC=C(C=C12)C1CCN(CC1)CCNC(CCCCC(=O)NCCN1CCC(CC1)C=1C=C2C(=C(NC2=CC1)C=1C=C(C=2N(C1)N=CN2)OC)C(C)C)=O)C=2C=C(C=1N(C2)N=CN1)OC